FC(C(=O)O)(F)F.NCC(CC=1N(C(NN1)=O)C1=CC(=C(C=C1)C1=CC2=C(OCO2)C=C1)F)=C(F)F [2-(aminomethyl)-3,3-difluoro-allyl]-4-[4-(1,3-benzodioxol-5-yl)-3-fluoro-phenyl]-1,2,4-triazol-3-one trifluoroacetate salt